BrC1=CC(=C2CN(C(C2=C1)=O)C1=CC(=CC=C1)C1(COC1)C(C1=NN=CN1C)F)C(F)(F)F 6-bromo-2-[3-[3-[fluoro-(4-methyl-1,2,4-triazol-3-yl)methyl]oxetan-3-yl]phenyl]-4-(trifluoromethyl)isoindolin-1-one